CC1=C2N(C(C(=C1)NC=1C3=C(N=CN1)SC(=C3)C(=O)N3CC(C3)NC(OC(C)(C)C)=O)=O)C3(NC2=O)CCCCC3 tert-Butyl [1-({4-[(8'-methyl-1',5'-dioxo-1',5'-dihydro-2'H-spiro[cyclohexane-1,3'-imidazo[1,5-a]pyridin]-6'-yl)amino]thieno[2,3-d]pyrimidin-6-yl}carbonyl)azetidin-3-yl]carbamate